2,7-bis(4-trifluoromethyl-phenyl)-9,9-bis(4-hydroxyphenyl)fluorene methyl(1-hydroxy-6,6,9-trimethyl-3-pentyl-6H-benzo[c]chromene-2-carbonyl)-L-alaninate CN([C@@H](C)C(=O)O)C(=O)C=1C(=C2C3=C(C(OC2=CC1CCCCC)(C)C)C=CC(=C3)C)O.FC(C3=CC=C(C=C3)C3=CC=1C(C2=CC(=CC=C2C1C=C3)C3=CC=C(C=C3)C(F)(F)F)(C3=CC=C(C=C3)O)C3=CC=C(C=C3)O)(F)F